FC=1C=C(C=CC1)CCC(=O)N1CCC(CC1)CC(=O)N[C@H](C(=O)OC)CC1=CC=C(C=C1)C=1C=NN(C1)C Methyl (S)-2-(2-(1-(3-(3-fluorophenyl)propanoyl)piperidin-4-yl)acetamido)-3-(4-(1-methyl-1H-pyrazol-4-yl)phenyl)propanoate